(2S,3R,5S)-5-((S)-1-acetoxy-2-azidoethyl)tetrahydrofuran-2,3-diyl diacetate C(C)(=O)O[C@@H]1O[C@@H](C[C@H]1OC(C)=O)[C@H](CN=[N+]=[N-])OC(C)=O